COC(=O)C1=CC2=C(NC1=O)CCC2C.C2(=CC=CC=C2)N2CCN(CC2)CCC(=C)C2=CC=CC=C2 1-Phenyl-4-(3-phenylbut-3-en-1-yl)piperazine Methyl-5-methyl-2-oxo-1,5,6,7-tetrahydrocyclopenta[b]pyridine-3-carboxylate